3-(4-chloro-1-(methylamino)-2,3-dihydro-1H-inden-5-yl)-6-((1-(4,4-difluoro-3-(3-fluoro-1H-pyrazol-1-yl)butyryl)-4-hydroxypiperidin-4-yl)methyl)isothiazolo[4,3-d]pyrimidin-7(6H)-one ClC1=C2CCC(C2=CC=C1C=1SN=C2C1N=CN(C2=O)CC2(CCN(CC2)C(CC(C(F)F)N2N=C(C=C2)F)=O)O)NC